3-(1-oxo-5-piperazin-4-ium-1-yl-isoindolin-2-yl)piperidine-2,6-dione O=C1N(CC2=CC(=CC=C12)N1CC[NH2+]CC1)C1C(NC(CC1)=O)=O